ClC1=C2C(=NC=C1OC=1C=C3C(=NC1)NC=C3F)N=C(N2C)NC=2C(N(C=C(C2)C(F)(F)F)C)=O 3-((7-chloro-6-((3-fluoro-1H-pyrrolo[2,3-b]pyridin-5-yl)oxy)-1-methyl-1H-imidazo[4,5-b]pyridin-2-yl)amino)-1-methyl-5-(trifluoromethyl)pyridin-2(1H)-one